9-([4-[5-(azetidine-1-carbonyl)-3-(trifluoromethyl)pyrazol-1-yl]phenyl]methyl)-2-chloro-7H-purin-8-one N1(CCC1)C(=O)C1=CC(=NN1C1=CC=C(C=C1)CN1C2=NC(=NC=C2NC1=O)Cl)C(F)(F)F